NC=1SC2=C(N1)CC[C@@H](C2)N(CCC)CC2CCN(CC2)C(=O)C2=CC1=CC=CC=C1C=C2 (S)-(4-(((2-Amino-4,5,6,7-tetrahydrobenzo[d]thiazol-6-yl)(propyl)amino)methyl)piperidin-1-yl)(naphthalen-2-yl)methanone